C(C)OCC(COCC)NC(=O)C1CN(C1)C1=C(C(=C2C(C(=CN(C2=N1)C1=NC=NS1)C(=O)O)=O)C)F 7-{3-[(1,3-diethoxypropane-2-yl)carbamoyl]azetidin-1-yl}-6-fluoro-5-methyl-4-oxo-1-(1,2,4-thiadiazol-5-yl)-1,4-dihydro-1,8-naphthyridine-3-carboxylic acid